3-methoxy-4-{[3-(4-{[(2R,4R,6S)-2,6-dimethyloxan-4-yl]amino}-1-(2,2,2-trifluoroethyl)-1H-indol-2-yl)prop-2-yn-1-yl]amino}benzamide COC=1C=C(C(=O)N)C=CC1NCC#CC=1N(C2=CC=CC(=C2C1)NC1C[C@H](O[C@H](C1)C)C)CC(F)(F)F